[Br-].C(C1=CC=CC=C1)C1=C(C=CC=C1)P(C1=CC=CC=C1)C1=CC=CC=C1 Benzyltriphenylphosphine Bromide